BrC=1N=CN(C1C(=O)OC)COCC[Si](C)(C)C methyl 4-bromo-1-((2-(trimethylsilyl) ethoxy) methyl)-1H-imidazole-5-carboxylate